NC(CNC(CC1=CC=C(C=C1)[N+](=O)[O-])=O)C N-(2-aminopropyl)-2-(4-nitrophenyl)acetamide